[Si](C)(C)(C(C)(C)C)OCCC=1N=C(SC1)N 4-(2-((tert-Butyldimethylsilyl)oxy)ethyl)thiazol-2-amine